ClC=1C=NC2=C(C=C(C=C2C1)CNC1=CC(=NC(=N1)C)NC(=O)[C@@H]1[C@H](C1)C1=NC=CC(=N1)C)F (1S,2S)-N-(6-(((3-chloro-8-fluoroquinolin-6-yl)methyl)amino)-2-methylpyrimidin-4-yl)-2-(4-methylpyrimidin-2-yl)cyclopropane-1-carboxamide